2-((6-((3-Chloro-5-cyano-6-((3s,5r)-4,4-difluoro-3-(2-hydroxyethyl)-5-methylpiperidin-1-yl)pyridin-2-yl)amino)-1-methyl-2-oxo-1,2-dihydroquinolin-3-yl)oxy)-N-methylacetamide ClC=1C(=NC(=C(C1)C#N)N1C[C@@H](C([C@@H](C1)C)(F)F)CCO)NC=1C=C2C=C(C(N(C2=CC1)C)=O)OCC(=O)NC